(1-(methylsulfonyl)cyclopropyl)benzoic acid CS(=O)(=O)C1(CC1)C1=C(C(=O)O)C=CC=C1